(R)-3-(3-(6-(2-((1-Ethyl-1H-pyrazol-3-yl)amino)pyrimidin-4-yl-6-d)pyridin-2-yl)isoxazol-5-yl)-3-hydroxy-1-methylpyrrolidin-2-one C(C)N1N=C(C=C1)NC1=NC(=CC(=N1)C1=CC=CC(=N1)C1=NOC(=C1)[C@]1(C(N(CC1)C)=O)O)[2H]